1-[5-chloro-2-(piperazin-1-yl)pyrimidin-4-yl]-N-(2-{imidazo[1,2-a]pyridin-3-yl}propan-2-yl)azetidine-3-carboxamide cetyl-di(hexyl)(n-butyl)citrate C(CCCCCCCCCCCCCCC)C(C(=O)O)(C(O)(C(=O)O)C(C(=O)O)(CCCCCC)CCCCCC)CCCC.ClC=1C(=NC(=NC1)N1CCNCC1)N1CC(C1)C(=O)NC(C)(C)C1=CN=C2N1C=CC=C2